4-bromo-N-(4-bromo-3-methyl-phenyl)-3-methoxy-benzamide BrC1=C(C=C(C(=O)NC2=CC(=C(C=C2)Br)C)C=C1)OC